ClC1=C(C(=O)OCC(=O)COC(C2=C(C=CC=C2Cl)Cl)=O)C(=CC=C1)Cl 2,6-dichlorobenzoyloxymethylketone